CC(CCOC=1C=C(C=CC1)C1=C(N=C(S1)NS(=O)(=O)C=1C=C(C=CC1)NC(=O)C1(CC1)F)C1=C(C=CC=C1)C(F)(F)F)(C)C N-[3-[[5-[3-(3,3-dimethylbutoxy)phenyl]-4-[2-(trifluoromethyl)phenyl]-1,3-thiazol-2-yl]sulfamoyl]phenyl]-1-fluorocyclopropane-1-carboxamide